C(C1=CC=CC=C1)NC(C1=C(C=CC=C1)N[C@H](C)C=1C=C(C=C2C(C(=C(OC12)C1=CC=CC=C1)C)=O)C)=O N-benzyl-2-[[(1R)-1-(3,6-dimethyl-4-oxo-2-phenyl-chromen-8-yl)ethyl]amino]benzamide